C(CCCCCCCCCCC)SCC1=C(C(=CC(=C1)CSCCCCCCCCCCCC)C)O 2,4-Bis(dodecylthiomethyl)-6-methylphenol